1-((4-(cyclopent-1-en-1-yl)-3,6-dihydropyridin-1(2H)-yl)sulfonyl)-3-methyl-1H-imidazol-3-ium C1(=CCCC1)C=1CCN(CC1)S(=O)(=O)N1C=[N+](C=C1)C